N-(2-butanoyloxyethyl)methacrylamide ethyl-2-[(5-chloro-8-hydroxy-3-methyl-1-oxo-3,4-dihydroisochromene-7-carbonyl)amino]-3-phenylpropanoate C(C)OC(C(CC1=CC=CC=C1)NC(=O)C1=CC(=C2CC(OC(C2=C1O)=O)C)Cl)=O.C(CCC)(=O)OCCNC(C(=C)C)=O